O1C(=CC=C1)CNC1=NC2=CC=CC=C2C(=N1)NC(C)C1=CC=CC=C1 N2-(furan-2-ylmethyl)-N4-(1-phenylethyl)quinazoline-2,4-diamine